CC1(CCC(CC1)CC1CCC(CC1)(C)N)N bis(4-methyl-4-aminocyclohexyl)methane